BrC=1C(=NC=NC1C(F)F)NC1=CC(=C(C=C1)OC1=CC2=C(N(C=N2)C)C=C1)C 5-bromo-6-difluoromethyl-N-(3-methyl-4-((1-methyl-1H-benzoimidazol-5-yl)oxy)phenyl)pyrimidin-4-amine